CC[C@@H]1[C@@]([C@@H]([C@H](C(=O)[C@@H](C[C@@]([C@@H]([C@H]([C@@H]([C@H](C(=O)O1)C)O[C@H]2C[C@@]([C@H]([C@@H](O2)C)O)(C)O)C)O[C@H]3[C@@H]([C@H](C[C@H](O3)C)N(C)C)O)(C)O)C)C)O)(C)O The molecule is an erythromycin that consists of erythronolide A having 2,6-dideoxy-3-C-methyl-alpha-L-ribo-hexopyranosyl and 3,4,6-trideoxy-3-(dimethylamino)-beta-D-xylo-hexopyranosyl residues attahced at positions 4 and 6 respectively. It derives from an erythronolide A. It is a conjugate base of an erythromycin C(1+).